(6S)-8-(3-pyridazin-4-yl-1H-pyrrolo[2,3-b]pyridin-4-yl)-1,8-diazaspiro[5.5]undecane N1=NC=C(C=C1)C1=CNC2=NC=CC(=C21)N2C[C@]1(CCCCN1)CCC2